3-Amino-1,2,4-benzotriazine 1,4-dioxide NC=1N=[N+](C2=C([N+]1[O-])C=CC=C2)[O-]